7-(7-fluoroindolin-1-yl)thiazolo[5,4-d]pyrimidine-2-carboxylic acid FC=1C=CC=C2CCN(C12)C=1C2=C(N=CN1)SC(=N2)C(=O)O